(S)-2-((2-((S)-3-(difluoromethyl)-1,1-dihydroxyisothiazolidin-2-yl)-5,6-dihydrobenzo[f]imidazo[1,2-d][1,4]oxazepin-9-yl)amino)propanamide FC([C@H]1N(S(CC1)(O)O)C=1N=C2N(CCOC3=C2C=CC(=C3)N[C@H](C(=O)N)C)C1)F